((1s,4s)-4-(chlorosulfonyl)cyclohexyl)carbamic acid tert-butyl ester C(C)(C)(C)OC(NC1CCC(CC1)S(=O)(=O)Cl)=O